2-(4-(6-chloro-1-methyl-2,3-dioxo-2,3-dihydropyrido[2,3-b]pyrazin-4(1H)-yl)piperidine-1-yl)-N-(cyclobutylmethyl)pyrimidine-5-carboxamide ClC=1C=CC2=C(N(C(C(N2C)=O)=O)C2CCN(CC2)C2=NC=C(C=N2)C(=O)NCC2CCC2)N1